C(C)(C)C(CO)CCC(C)C 2-isopropyl-5-methylhexanol